Bis-nitrophenol [N+](=O)([O-])C=1C(=C(C=CC1)O)[N+](=O)[O-]